[(2S)-2-[2-[2-[4-[5-[tert-butyl(dimethyl)silyl]oxy-1-tetrahydropyran-2-yl-indazol-3-yl]-2-cyano-pyrrol-1-yl]ethoxy]ethoxy]propyl] methanesulfonate CS(=O)(=O)OC[C@H](C)OCCOCCN1C(=CC(=C1)C1=NN(C2=CC=C(C=C12)O[Si](C)(C)C(C)(C)C)C1OCCCC1)C#N